3,9-bis{2-[3-(3-isobutyl-4-hydroxy-5-methylphenyl)propionyloxy]1,1'-dimethylethyl}-2,4,8,10-tetraoxaspiro[5.5]undecane C(C(C)C)C=1C=C(C=C(C1O)C)CCC(=O)OCC(C)(C)C1OCC2(CO1)COC(OC2)C(COC(CCC2=CC(=C(C(=C2)C)O)CC(C)C)=O)(C)C